Cl.N[C@H]([C@H](C)ON1C(C2=CC=CC=C2C1=O)=O)C1=CC=C(C=C1)Cl |r| 2-{[rac-(1S,2S)-1-amino-1-(4-chlorophenyl)propan-2-yl]oxy}-1H-isoindole-1,3(2H)-dione hydrochloride